OCCS(=O)(=O)CC1(COC1)CCCC(C(=O)OCC1=CC=CC=C1)(C([2H])([2H])[2H])C1=CC(=CC=C1)C[C@@H](C(=O)OC)C benzyl 5-(3-(((2-hydroxyethyl)sulfonyl)methyl)oxetan-3-yl)-2-(3-((S)-3-methoxy-2-methyl-3-oxopropyl)phenyl)-2-(methyl-d3)pentanoate